1-(2-Ethynyl-thiazole-4-carbonyl)piperidine-3-carboxylic acid methyl ester COC(=O)C1CN(CCC1)C(=O)C=1N=C(SC1)C#C